2-amino-4-tert-butyl-6-methoxy-1,3,5-triazine NC1=NC(=NC(=N1)C(C)(C)C)OC